C(OC=1C=C(C=O)C=C(C1OC([2H])([2H])[2H])OC([2H])([2H])[2H])([2H])([2H])[2H].[P].[Cd].[Si].[In] indium-silicon-cadmium phosphorus 3,4,5-tri(methoxy-d3)benzaldehyde